(4,6-difluorophenyl)-pyridinoN trans-tert-butyl-((1r,4r)-4-((4-(3-cyclopropylphenyl)-5-fluoropyrimidin-2-yl)amino)cyclohexyl)carbamate C(C)(C)(C)N(C(O)=O)[C@@H]1CC[C@H](CC1)NC1=NC=C(C(=N1)C1=CC(=CC=C1)C1CC1)F.FC1=CC=C(C(=C1)F)C=1C(NC=CC1)=O